C1(CC1)C1=NC=NC(=C1C1=NC=C(C(=N1)OCC1=CC(=C(C=C1)C=1N(C=C(N1)C(F)(F)F)C(C)C)F)[C@@H](C)O)OC |o1:36| rel-(R)-1-(4'-cyclopropyl-4-((3-fluoro-4-(1-isopropyl-4-(trifluoromethyl)-1H-imidazol-2-yl)benzyl)oxy)-6'-methoxy-[2,5'-bipyrimidin]-5-yl)ethanol